C12(CC3CC(CC(C1)C3)C2)C=2OC3=C(N2)C=CC(=C3)OC\C(\CNC(OC(C)(C)C)=O)=C\F tert-butyl ((E)-2-(((2-((3r,5r,7r)-adamantan-1-yl)benzo[d]oxazol-6-yl)oxy)methyl)-3-fluoroallyl)carbamate